2-[4-(2-dimethylamino-ethylamino)-phenyl]-1H-benzimidazole-5-carbonitrile CN(CCNC1=CC=C(C=C1)C1=NC2=C(N1)C=CC(=C2)C#N)C